NC1=CC=C(C(C)(C)C2=CC=C(C=C2)C(C2=CC=C(C=C2)N)(C)C)C=C1 1,4-Bis(4-amino-α,α-dimethylbenzyl)benzol